(3S)-11-(5-chloro-2,4-difluorophenyl)-8-((4aR,7aS)-hexahydrothieno[3,4-b]pyrazin-1(2H)-yl)-3-methoxy-10-(trifluoromethyl)-3,4-dihydro-2H,6H-[1,4]thiazepino[2,3,4-ij]quinazolin-6-one ClC=1C(=CC(=C(C1)C1=C(C=C2C(=NC(N3C2=C1SC[C@H](C3)OC)=O)N3[C@H]1[C@@H](NCC3)CSC1)C(F)(F)F)F)F